C(CCC)N1OC2=C(C1=O)C=CC(=C2)OC\C(\CNC(OC(C)(C)C)=O)=C/F tert-butyl (Z)-(2-(((2-butyl-3-oxo-2,3-dihydrobenzo[d]isoxazol-6-yl)oxy)methyl)-3-fluoroallyl)carbamate